4-[3-(4-tert-butylphenyl)-5-(6-chloro-2-oxo-4-phenyl-1H-quinolin-3-yl)-3,4-dihydropyrazol-2-yl]-4-oxo-butanoic acid C(C)(C)(C)C1=CC=C(C=C1)C1N(N=C(C1)C=1C(NC2=CC=C(C=C2C1C1=CC=CC=C1)Cl)=O)C(CCC(=O)O)=O